N-(5-(2,3-Dihydrobenzo[b][1,4]dioxine-6-carboxamido)-2-methylpyridin-3-yl)quinoline-6-carboxamide O1C2=C(OCC1)C=C(C=C2)C(=O)NC=2C=C(C(=NC2)C)NC(=O)C=2C=C1C=CC=NC1=CC2